ClC1=C2C(=CNC2=CC(=C1)Cl)C=O 4,6-DICHLOROINDOLE-3-CARBOXALDEHYDE